(2-(2-(2-(2-methoxyethoxy)ethoxy)ethoxy)ethyl) diiodophosphate P(=O)(OCCOCCOCCOCCOC)(I)I